racemic-isopropyl 2-aminobutyrate N[C@@H](C(=O)OC(C)C)CC |r|